BrC=1C=C(C=C(C1)F)[C@@H](CNC)NC(C1=C(C=CC=C1)F)=O N-((S)-1-(3-bromo-5-fluorophenyl)-2-(methylamino)ethyl)-2-fluorobenzamide